CC1=C(C(=CC(=C1)C)C)PC1=C(C=C(C=C1C)C)C Bis(2,4,6-trimethylphenyl)phosphine